NC=1NC(C=2N=CN(C2N1)[C@H]1O[C@]([C@@H](C1)O)(CO)C#C)=O 2-amino-9-((2S,4R,5S)-5-ethynyl-4-hydroxy-5-(hydroxymethyl)tetrahydrofuran-2-yl)-1,9-dihydro-6H-purin-6-one